CC(=CCC1=C(C2=CC=CC=C2N1)C[C@H]3C(=O)N4CCC[C@H]4C(=O)N3)C The molecule is a cyclic dipeptide that is brevianamide F (cyclo-L-Trp-L-Pro) substituted at position 2 on the indole ring by a prenyl group. It is a dipeptide, a member of indoles, a pyrrolopyrazine and an indole alkaloid. It derives from a brevianamide F.